O.O.O.[F-].C(CCC)[NH3+] N-butylammonium fluoride trihydrate